7-(3,3-difluoro-8-azabicyclo[3.2.1]octan-8-yl)-N,N,2-trimethylpyrido[2,3-d]pyrimidine-6-carboxamide FC1(CC2CCC(C1)N2C=2C(=CC1=C(N=C(N=C1)C)N2)C(=O)N(C)C)F